CC(=CCCC=1CC2=C(C3=CC=C(C=C3C(=C2CC1)OC1=CC=CC=C1)Cl)OC(C=C)=O)C 2-(4-methyl-3-pentenyl)-6-chloro-9-acryloyloxy-10-phenoxy-1,4-dihydroanthracene